N1=CC=CC2=CC=CC=C12.N1=CC=CC2=CC=CC=C12.[Co+2] cobalt (II) bisquinoline